6-((1-(cyclopropylsulfonyl)cyclopropyl)methyl)-1-(3-hydroxypropyl)-7-oxo-4,5,6,7-tetrahydro-1H-pyrazolo[3,4-c]pyridine-3-carboxamide C1(CC1)S(=O)(=O)C1(CC1)CN1C(C2=C(CC1)C(=NN2CCCO)C(=O)N)=O